N-[[6-[isopentyl(methyl)amino]-2-pyridyl]sulfonyl]-2-(2,2,4-trimethylpyrrolidin-1-yl)pyridine-3-carboxamide C(CC(C)C)N(C1=CC=CC(=N1)S(=O)(=O)NC(=O)C=1C(=NC=CC1)N1C(CC(C1)C)(C)C)C